ClC1=NC(=NC(=C1)NCC=1N=C2N(C=C(C=C2)C2CC2)C1)C(C)=O 1-(4-chloro-6-(((6-cyclopropylimidazo[1,2-a]pyridin-2-yl)methyl)amino)pyrimidin-2-yl)ethan-1-one